2-methylbutanoyl-CoA CC(C(=O)SCCNC(CCNC([C@@H](C(COP(OP(OC[C@@H]1[C@H]([C@H]([C@@H](O1)N1C=NC=2C(N)=NC=NC12)O)OP(=O)(O)O)(=O)O)(=O)O)(C)C)O)=O)=O)CC